4-hydroxyethyl-oxybenzophenone methacrylate C(C(=C)C)(=O)O.OCCOC1=CC=C(C(=O)C2=CC=CC=C2)C=C1